Cl.C(C)(C)(C)OC([C@@H](N)CC1=CC=CC=C1)=O L-phenylalanine tert-butyl ester hydrochloride